methyl-6-(3'-methylbiphenyl-2-yloxy)pyridine-2,3-diamine CC1=C(C(=NC(=C1)OC1=C(C=CC=C1)C1=CC(=CC=C1)C)N)N